N-[(3-aminoquinoxalin-6-yl)methyl]-N-(2-methanesulfonyl-5-methylpyridin-3-yl)-5-(trifluoromethyl)pyridine-3-carboxamide NC=1C=NC2=CC=C(C=C2N1)CN(C(=O)C=1C=NC=C(C1)C(F)(F)F)C=1C(=NC=C(C1)C)S(=O)(=O)C